C1(CC1)C1=NC2=CC=CC=C2C(=N1)SCC(=O)C1=CC=C(S1)CCNC(C)=O N-(2-(5-(2-((2-cyclopropylquinazolin-4-yl)thio)acetyl)thiophen-2-yl)ethyl)acetamide